FC1(CC(C1)C1=NC(=NO1)C=1C=C(C(=C(C1)C=1N=C2N(C=CC(=C2)N2CCOCC2)C1C(=O)N)C)F)F (5-(5-(3,3-difluorocyclobutyl)-1,2,4-oxadiazol-3-yl)-3-fluoro-2-methylphenyl)-7-morpholinoimidazo[1,2-a]pyridine-3-carboxamide